COC=1C=C2C(=NC(=NC2=CC1OCCCN1CCCC1)N1CCNCC1)NC1CCOCC1 6-methoxy-2-(piperazin-1-yl)-7-(3-(pyrrolidin-1-yl)propoxy)-N-(tetrahydro-2H-pyran-4-yl)quinazolin-4-amine